7-methyl-1-((2-(trimethylsilyl)ethoxy)methyl)-1H-indazole-3-carbonitrile CC=1C=CC=C2C(=NN(C12)COCC[Si](C)(C)C)C#N